di-tert-butyl ((3R,5S)-3-hydroxy-6-(((s)-1-(methoxy(methyl)amino)-1-oxopropan-2-yl)amino)-6-oxohexane-1,5-diyl)dicarbamate O[C@H](CCNC(OC(C)(C)C)=O)C[C@@H](C(=O)N[C@H](C(=O)N(C)OC)C)NC(OC(C)(C)C)=O